FC1=C(C=CC(=C1)F)B(O)O (2,4-difluoro-phenyl)boranediol